5-amino-3-fluoro-2-pyridinecarbonitrile NC=1C=C(C(=NC1)C#N)F